4-[3-fluoro-4-(4,4,5,5-tetramethyl-1,3,2-dioxaborolan-2-yl)phenyl]-1-methyl-3,6-dihydro-2H-pyridine FC=1C=C(C=CC1B1OC(C(O1)(C)C)(C)C)C=1CCN(CC1)C